ClC=1C=C2CCC(C2=CC1)NC(C1=C(C=C(C=C1)OC)O)=O N-(5-Chloroindan-1-yl)-2-hydroxy-4-methoxy-benzamide